4-(2-(3-methyl-6-nitro-1H-indazol-1-yl)propyl)piperidine-1-carboxylic acid tert-butyl ester (tert-butyl 4-(2-(3-methyl-6-nitro-1H-indazol-1-yl) propyl) piperidine-1-carboxylate) C(C)(C)(C)C1N(CCC(C1)CC(C)N1N=C(C2=CC=C(C=C12)[N+](=O)[O-])C)C(=O)O.C(C)(C)(C)OC(=O)N1CCC(CC1)CC(C)N1N=C(C2=CC=C(C=C12)[N+](=O)[O-])C